CSC1=C(C(N)(N)SC)C=CC=C1 di-(methylthio)toluenediamine